BrC=1C=C2C(C=C(OC2=C(C1)C(C)NC1=C(C(=O)O)C=CC=C1)C1=CC2=CN(N=C2C=C1)C)=O 2-((1-(6-Bromo-2-(2-methyl-2H-indazol-5-yl)-4-oxo-4H-chromen-8-yl)ethyl)amino)benzoic acid